C(=C)C=1C=C(C=CC1)C1=CC(=CC=2CNS(OC21)(=O)=O)F 8-(3-vinylphenyl)-6-fluoro-3,4-dihydrobenzo[e][1,2,3]oxathiazine 2,2-dioxide